titanium dipropyl diisostearate C(CCCCCCCCCCCCCCC(C)C)(=O)OCCC.C(CCCCCCCCCCCCCCC(C)C)(=O)OCCC.[Ti]